FC(OC1=CC(=CC=C1)[N+](=O)[O-])F 1-(difluoromethoxy)-3-nitrobenzene